(3-amino-6-ethyl-4,5,6,7-tetrahydropyrazolo[3,4-c]pyridin-2-yl)(6-chloro-1,2,3,4-tetrahydroquinolin-4-yl)methanone NC=1N(N=C2CN(CCC21)CC)C(=O)C2CCNC1=CC=C(C=C21)Cl